2-(6-((2-methoxyethyl)-(2,2,6,6-tetramethyl-piperidin-4-yl)amino)-pyridazin-3-yl)-5-(1H-pyrazol-4-yl)phenol COCCN(C1=CC=C(N=N1)C1=C(C=C(C=C1)C=1C=NNC1)O)C1CC(NC(C1)(C)C)(C)C